B(O[Si](OC)(OC)OC)([O-])[O-] mono(trimethoxysilyl) borate